trans-N-[8-amino-6-(4-methyl-3-pyridyl)-2,7-naphthyridin-3-yl]2-fluoro-cyclopropanecarboxamide NC=1N=C(C=C2C=C(N=CC12)NC(=O)[C@H]1[C@@H](C1)F)C=1C=NC=CC1C